4-(2,6-dibenzyloxy-3-pyridyl)-8-(1,4-dioxaspiro[4.5]decan-8-yl)-2,3-dihydropyrido[3,2-b][1,4]oxazine C(C1=CC=CC=C1)OC1=NC(=CC=C1N1C2=C(OCC1)C(=CC=N2)C2CCC1(OCCO1)CC2)OCC2=CC=CC=C2